COC(OC)C1=CC=CC=C1 (dimethoxymethyl)-benzene